7-(4-(diethylamino)but-1-yn-1-yl)-N-(1-isopropylpiperidine-4-yl)-6-methoxy-2-(piperidine-1-yl)quinazolin-4-amine C(C)N(CCC#CC1=C(C=C2C(=NC(=NC2=C1)N1CCCCC1)NC1CCN(CC1)C(C)C)OC)CC